Methyl Para-hydroxybenzoate OC1=CC=C(C(=O)OC)C=C1